ClC1=CC(=C(C=C1)[C@@H]1OC2=C(C=CC=3CCN(C(C23)C)C(=O)OC(C)(C)C)OC1)F tert-butyl (2S)-2-(4-chloro-2-fluorophenyl)-10-methyl-2,3,7,10-tetrahydro-[1,4]dioxino[2,3-H]isoquinoline-9(8H)-carboxylate